C1=NNC(=C1C(=O)N)N.C1=NNC(=C1C(=O)N)N.OS(=O)(=O)O 3-amino-4-carboxamidopyrazole hemisulfate